(R)-2-(chloromethyl)-1-toluenesulfonylaziridine ClCC1[N@@](C1)S(=O)(=O)CC1=CC=CC=C1